ClC=1C=CC(=C(C1)NC(C(=O)NC1=CNC2=CC(=C(C=C12)F)F)=O)C N1-(5-chloro-2-methylphenyl)-N2-(5,6-difluoro-1H-indol-3-yl)oxalamide